CC1(CC1)CN1N=C(N=C1)C(=O)N 1-((1-methylcyclopropyl)methyl)-1H-1,2,4-triazole-3-carboxamide